CNC(C1=C(C=CC=C1)SC1=CC=C2C(=NNC2=C1)\C=C\C1=NC=C(C=C1)OCCN1CCCC1)=O N-methyl-2-({3-[(E)-2-{5-[2-(pyrrolidin-1-yl)ethoxy]pyridin-2-yl}vinyl]-1H-indazol-6-yl}thio)benzamide